Tetraisopropyl bis(dioctyl phosphite) C(CCCCCCC)P(OC(C)C)(OC(C)C)([O-])CCCCCCCC.C(CCCCCCC)P(OC(C)C)(OC(C)C)([O-])CCCCCCCC